(R)-N-(2-cyanopropan-2-yl)-5-(2-(2,5-difluorophenyl)pyrrolidin-1-yl)pyrazolo[1,5-a]pyrimidine-3-carboxamide C(#N)C(C)(C)NC(=O)C=1C=NN2C1N=C(C=C2)N2[C@H](CCC2)C2=C(C=CC(=C2)F)F